BrC1=C(C=C(C=C1)NC(=O)C1(CC1)C1=CC(=CC=C1)Cl)C=1N=NN(N1)COCC[Si](C)(C)C N-[4-bromo-3-[2-[[2-(trimethylsilyl)ethoxy]methyl]-2H-tetrazol-5-yl]phenyl]-1-(3-chlorophenyl)cyclopropanecarboxamide